C(C)(C)(C)OC(=O)N1CCC(CC1)OC=1C=C2C(=NC(=NC2=CC1OC)C)Cl 4-((4-chloro-7-methoxy-2-methylquinazolin-6-yl)oxy)piperidine-1-carboxylic acid tert-butyl ester